C(=CC)N1CC(CCC1)N1N=C(C=2C1=NC=NC2N)C=2C=CC1=C(OCO[C@H]1NC(C1=CN=C(C=C1)OC)=O)C2 (R)-N-(7-(1-(1-propenylpiperidin-3-yl)-4-amino-1H-pyrazolo[3,4-d]pyrimidin-3-yl)benzo[d][1,3]dioxan-4-yl)6-methoxynicotinamide